C(C)OC(=O)C1CC(C1)N1N=C(C=C1)C(F)F (1R,3R)-ethyl-3-(3-(difluoromethyl)-1H-pyrazol-1-yl)cyclobutanecarboxylate